C(C1=CC=CC=C1)OC1=NC(=CC=C1C1=C(C=C(C(=O)OC)C=C1)F)OCC1=CC=CC=C1 methyl 4-(2,6-bis(benzyloxy)pyridin-3-yl)-3-fluorobenzoate